N(C1=CC=CC=C1)C1=CC=CC2=CC=CC(=C12)S(=O)(=O)[O-] 1-anilino-8-naphthalenesulfonate